CN1N=CC=C1NC=O N-(1-methyl-1H-pyrazol-5-yl)formamide